N,N'-butylenebisstearic acid amide C(CCCNC(CCCCCCCCCCCCCCCCC)=O)NC(CCCCCCCCCCCCCCCCC)=O